C(C)(C)(C)OC(=O)N1CC2=CC(=CC=C2CC1)OC1=CC=C(C=C1)Br 7-((4-bromophenyl)oxy)-3,4-dihydroisoquinoline-2(1H)-carboxylic acid tert-butyl ester